4-fluoro-N-(2-(5-methoxy-7-methyl-1H-indol-3-yl)ethyl)-2-((3,4,5-trimethoxyphenyl)amino)benzamide FC1=CC(=C(C(=O)NCCC2=CNC3=C(C=C(C=C23)OC)C)C=C1)NC1=CC(=C(C(=C1)OC)OC)OC